C(C)(C)(C)OC(=O)N1CC(=NCC1)C 1-(tert-butoxycarbonyl)-3-methyl-5,6-dihydro-2H-pyrazine